(S)-benzyl (6-amino-1-(methylamino)-1-oxohexan-2-yl)carbamate NCCCC[C@@H](C(=O)NC)NC(OCC1=CC=CC=C1)=O